C(CCC)N(CCO)CCCC.P(=O)(OCC(CCCC)CC)(O)O 2-ethylhexyl phosphate-dibutylethanolamine salt